FC=1C=C(NC2=CC=C(C(=N2)C(=O)NC2C(CC2)(C)C)OC(C)C)C=C(C1)F 6-(3,5-difluoroanilino)-N-(2,2-dimethylcyclobutyl)-3-isopropoxy-pyridine-2-carboxamide